Cl.COC1=NC(=CC=C1NC(=O)C=1C(=NOC1C)C1=CC=CC=C1)C1=CN=C2N1CCNC2 N-(2-Methoxy-6-(5,6,7,8-tetrahydroimidazo[1,2-a]pyrazin-3-yl)pyridin-3-yl)-5-methyl-3-phenylisoxazole-4-carboxamide hydrochloride